COC1=CC=C(C=C1)C(C)(C)C=1N=C(SC1)NC(C1=CC=C(C(=O)NC2CCN(CC2)C)C=C1)=O N1-(4-(2-(4-methoxyphenyl)propan-2-yl)thiazol-2-yl)-N4-(1-methylpiperidin-4-yl)terephthalamide